C(C1=CC=CC=C1)(=O)OCCCO[N+](=O)[O-] 3-Nitrooxy-propyl benzoate